C(C=C)C(C(=O)OC)(C(=O)OC)[Se]C1=C(C=CC=C1)OC Dimethyl 2-allyl-2-(2-methoxyphenylselenyl)malonate